2-(3-(1-(tert-Butoxycarbonyl)azetidine-3-carbonyl)-1H-pyrrolo[2,3-c]pyridin-1-yl)-5-fluorobenzoic acid C(C)(C)(C)OC(=O)N1CC(C1)C(=O)C1=CN(C2=CN=CC=C21)C2=C(C(=O)O)C=C(C=C2)F